thiazol-2-ylmethanol S1C(=NC=C1)CO